OCCC1=C(C(=O)O)C=CC(=C1)C(=O)O 2-(2-hydroxyethyl)terephthalic acid